tert-butyl (3-((4-fluoro-3-(trifluoromethyl)phenyl)amino)cyclobutyl)carbamate FC1=C(C=C(C=C1)NC1CC(C1)NC(OC(C)(C)C)=O)C(F)(F)F